(S)-3-(1-aminoethyl)-8-chloro-5-fluoro-2-(1H-pyrazol-3-yl)isoquinolin-1(2H)-one N[C@@H](C)C=1N(C(C2=C(C=CC(=C2C1)F)Cl)=O)C1=NNC=C1